tert-butyl 1-[5-(5-chloro-2-methoxypyridin-4-yl)-1-(oxan-2-yl)pyrazole-3-carbonyl]piperidine-4-carboxylate ClC=1C(=CC(=NC1)OC)C1=CC(=NN1C1OCCCC1)C(=O)N1CCC(CC1)C(=O)OC(C)(C)C